decenylphosphoryl-beta-D-ribose C(=CCCCCCCCC)P(=O)=C([C@@H]1[C@H]([C@H]([C@H](O)O1)O)O)O